N'-((8-chloro-1,2,3,5,6,7-hexahydro-s-indacen-4-yl)carbamoyl)-2-(2-hydroxypropan-2-yl)thiazole-5-sulfonimidamide ClC=1C=2CCCC2C(=C2CCCC12)NC(=O)N=S(=O)(N)C1=CN=C(S1)C(C)(C)O